NCC1=C(C(=NC=C1)N1C(NC(CC1)=O)=O)F 1-(4-(Aminomethyl)-3-fluoropyridin-2-yl)dihydropyrimidine-2,4(1H,3H)-dione